(4-((4-(ethylamino)-1H-pyrrolo[2,3-b]pyridin-6-yl)amino)-3-methoxyphenyl)(methyl)phosphinic acid C(C)NC1=C2C(=NC(=C1)NC1=C(C=C(C=C1)P(O)(=O)C)OC)NC=C2